8-(4-(5-((2-(2,6-dioxopiperidin-3-yl)-1-oxoisoindolin-4-yl)amino)pentanoyl)piperazin-1-yl)-9-ethyl-6,6-dimethyl-11-oxo-6,11-dihydro-5H-benzo[b]carbazole-3-carbonitrile O=C1NC(CCC1N1C(C2=CC=CC(=C2C1)NCCCCC(=O)N1CCN(CC1)C=1C(=CC2=C(C(C=3NC4=CC(=CC=C4C3C2=O)C#N)(C)C)C1)CC)=O)=O